C(C)N1C(=CC2=CC(=CC=C12)CNC)C#CCNC=1C=NC(=CC1)C 3-{1-ethyl-5-[(methylamino)methyl]-1H-indol-2-yl}-1-(6-methyl-3-pyridylamino)-2-propyne